2,5-dioxopyrrolidin-1-yl 2-(((tert-butoxycarbonyl)amino)oxy)acetate C(C)(C)(C)OC(=O)NOCC(=O)ON1C(CCC1=O)=O